2-[4-(isoindol-2-yl)phenyl]butyric acid C=1N(C=C2C=CC=CC12)C1=CC=C(C=C1)C(C(=O)O)CC